N[C@@H](CS)C(=O)O |r| Racemic-cysteine